N1(C=NC=C1)C(=O)OCC1CCN(CC1)C(=O)OC(C)(C)C Tert-butyl 4-(((1H-imidazole-1-carbonyl)oxy)methyl)piperidine-1-carboxylate